N-benzyl-N-(1-butylpiperidin-4-yl)-5-fluoro-1H-indazole-3-carboxamide C(C1=CC=CC=C1)N(C(=O)C1=NNC2=CC=C(C=C12)F)C1CCN(CC1)CCCC